phenyl (1-fluorovinyl) disulfide FC(=C)SSC1=CC=CC=C1